[C@@H]1([C@@H](O)[C@H](O)[C@H](O)[C@@H](O1)C)OCCNC(CN(C(CCCCCNC(OCC1=CC=CC=C1)=O)=O)CC(NCCO[C@@H]1[C@@H](O)[C@@H](O)[C@H](O)[C@H](O1)CO)=O)=O Benzyl (6-{[2-({2-[(α-L-fucopyranosyl)oxy]ethyl}amino)-2-oxoethyl][2-oxo-2-({2-[(α-D-mannopyranosyl)oxy]ethyl}amino)ethyl]amino}-6-oxohexyl)carbamate